C1(=CC=CC=C1)C1C(C)O1 trans-1-phenylpropylene oxide